(4R)-2-{[(2S)-1,4-dioxan-2-yl]methyl}-4-methyl-N-[(1,3-thiazol-5-yl)methyl]-8-(trifluoromethyl)-4,5-dihydro-2H-furo[2,3-g]indazole-7-carboxamide O1[C@H](COCC1)CN1N=C2C3=C(C[C@H](C2=C1)C)OC(=C3C(F)(F)F)C(=O)NCC3=CN=CS3